1-(((5r,7s)-3-(5-(2-hydroxy-prop-2-yl)pyrazin-2-yl)-7-methyl-8-methylene-2-oxo-1-oxa-3-azaspiro[4.5]decan-7-yl)methyl)-1H-benzo[d]imidazole-6-carbonitrile OC(C)(C)C=1N=CC(=NC1)N1C(O[C@@]2(C1)C[C@](C(CC2)=C)(C)CN2C=NC1=C2C=C(C=C1)C#N)=O